N-Boc-2,5-dihydro-1H-pyrrole C(=O)(OC(C)(C)C)N1CC=CC1